ClC=1C=C2C(=CNC2=CC1)/C(/C#N)=C/C=1C=NC=CC1OC (Z)-2-(5-chloro-1H-indol-3-yl)-3-(4-methoxypyridin-3-yl)acrylonitrile